5-(4-((6-Cyclopropylpyrazin-2-yl)methoxy)phenyl)-2-oxo-6-(trifluoromethyl)-1,2-dihydropyridin-3-carboxamide C1(CC1)C1=CN=CC(=N1)COC1=CC=C(C=C1)C=1C=C(C(NC1C(F)(F)F)=O)C(=O)N